CC=1NC2=CC=CC=C2C1C=O Methyl-3-indolecarboxaldehyde